4,4'-((propane-1,3-diylbis(oxy))bis(benzo[b]selenophen-5,2-diyl))bis(4-oxobutanoic acid) C(CCOC1=CC2=C([Se]C(=C2)C(CCC(=O)O)=O)C=C1)OC1=CC2=C([Se]C(=C2)C(CCC(=O)O)=O)C=C1